1,1'-(2-(2-methoxyphenyl)propane-1,3-diyl)bis(7-methoxy-4,9-dihydro-3H-pyrido[3,4-b]indole) COC1=C(C=CC=C1)C(CC1=NCCC2=C1NC1=CC(=CC=C21)OC)CC2=NCCC1=C2NC2=CC(=CC=C12)OC